Fmocdiaminopropane HCl Cl.C(=O)(OCC1C2=CC=CC=C2C2=CC=CC=C12)CC(C)(N)N